C(C1=CC=CC=C1)OC1=NC(=CC=C1N1CCCC2=C(C=CC=C12)N1CCC(CC1)O)OCC1=CC=CC=C1 1-[1-(2,6-dibenzyloxy-3-pyridyl)-3,4-dihydro-2H-quinolin-5-yl]piperidin-4-ol